DINITROBUTYL-PHENOL [N+](=O)([O-])C(CCCC1=C(C=CC=C1)O)[N+](=O)[O-]